2-(2-(4,4-Dimethyltetrahydro-2H-pyran-2-yl)phenyl)acetic acid tert-butyl ester C(C)(C)(C)OC(CC1=C(C=CC=C1)C1OCCC(C1)(C)C)=O